N-(3-chlorophenyl)benzimidazole ClC=1C=C(C=CC1)N1C=NC2=C1C=CC=C2